C(C)(C)(C)OC(=O)N1C[C@@H](CC1)CN1CCC2(CN(C2)C=2N=CN=NC2OC2=C(C=C(C=C2)F)C(N(C(C)C)C(C)C)=O)CC1 (S)-3-((2-(6-(2-(Diisopropylcarbamoyl)-4-fluorophenoxy)-1,2,4-triazin-5-yl)-2,7-diazaspiro[3.5]nonan-7-yl)methyl)pyrrolidine-1-carboxylic acid tert-butyl ester